3-amino-4-oxo-4-(2-phenoxyethylamino)butyric acid NC(CC(=O)O)C(NCCOC1=CC=CC=C1)=O